C(C)OCCOCCOC1=CC=C(C=C1)C[C@H](C(=O)OC(C)(C)C)O tert-butyl (2R)-3-{4-[2-(2-ethoxyethoxy)ethoxy]phenyl}-2-hydroxypropanoate